(4-(3-isopropyl-2-(2-methylpyridin-4-yl)-1H-indol-5-yl)piperidin-1-yl)(3-methyloxetan-3-yl)methanone C(C)(C)C1=C(NC2=CC=C(C=C12)C1CCN(CC1)C(=O)C1(COC1)C)C1=CC(=NC=C1)C